isoxazole-4-carboxamide O1N=CC(=C1)C(=O)N